FC=1C=C(CCNC(C(=O)N[C@@H]2C(N(C3=C(OC2)C=CC(=C3)C#CC3(CCCCC3)O)C)=O)=O)C=CC1 (S)-N1-(3-fluorophenethyl)-N2-(7-((1-hydroxycyclohexyl)ethynyl)-5-methyl-4-oxo-2,3,4,5-tetrahydrobenzo[b][1,4]oxazepin-3-yl)oxalamide